(S)-1-((S)-8-(4'-(2-aminoethyl)-4-ethoxybiphenyl-3-ylsulfonyl)-1-oxa-8-azaspiro[4.5]decan-3-ylamino)-3-(3-(1-(hydroxymethyl)cyclopropylsulfonyl)phenoxy)propan-2-ol NCCC1=CC=C(C=C1)C1=CC(=C(C=C1)OCC)S(=O)(=O)N1CCC2(C[C@@H](CO2)NC[C@@H](COC2=CC(=CC=C2)S(=O)(=O)C2(CC2)CO)O)CC1